2-(methylsulfanyl)-5-[2-(triisopropylsilyl)ethynyl]-8H-pyrido[2,3-d]pyrimidin-7-one CSC=1N=CC2=C(N1)NC(C=C2C#C[Si](C(C)C)(C(C)C)C(C)C)=O